ONC(\C=C\C1=CC=2CCCC(C2C=C1)NCCC1=C(NC2=CC=CC=C12)C)=O (E)-N-hydroxy-3-(5-((2-(2-methyl-1H-indol-3-yl)ethyl)amino)-5,6,7,8-tetrahydronaphthalen-2-yl)acrylamide